CC1=CC(=NC(=N1)C1=NC(=CC=C1)C)NC1=NC(=NC=C1)NC1=CC=C(C=C1)N1CCNCC1 N4-[6-methyl-2-(6-methyl-2-pyridyl)pyrimidin-4-yl]-N2-(4-piperazin-1-ylphenyl)pyrimidine-2,4-diamine